5-{[2-(2-cyano-4-fluorophenyl)-2-azaspiro[3.3]heptan-6-yl]oxy}-2'-ethoxy-N-[(3-hydroxycyclopentyl)methyl]-[2,3'-bipyridine]-6-carboxamide C(#N)C1=C(C=CC(=C1)F)N1CC2(C1)CC(C2)OC=2C=CC(=NC2C(=O)NCC2CC(CC2)O)C=2C(=NC=CC2)OCC